2'-bromo-N-(5-chloro-6-(2H-1,2,3-triazol-2-yl)pyridin-3-yl)-2,4'-difluoro-5-methyl-[1,1'-biphenyl]-4-carboxamide BrC1=C(C=CC(=C1)F)C1=C(C=C(C(=C1)C)C(=O)NC=1C=NC(=C(C1)Cl)N1N=CC=N1)F